C(C)C1CCC(CC1)CN1[C@@H]([C@H]([C@@H]([C@H](C1)O)O)O)CO (2R,3R,4R,5S)-1-((4-ethylcyclohexyl)methyl)-2-(hydroxymethyl)piperidine-3,4,5-triol